1,2-bis(m-vinylphenyl)ethane C(=C)C=1C=C(C=CC1)CCC1=CC(=CC=C1)C=C